10-(4-phenoxyphenoxy)-3,4-dihydro-2H-[1,4]oxazino[2,3-f]quinazoline O(C1=CC=CC=C1)C1=CC=C(OC2=NC=NC3=CC=C4C(=C23)OCCN4)C=C1